CC1(CO1)C 3,3-dimethyloxirane